N-((2R,3S)-1-(cyclopropanecarbonyl)-2-(((4-isopropylcyclohexyl)oxy)methyl)pyrrolidin-3-yl)methanesulfonamide C1(CC1)C(=O)N1[C@H]([C@H](CC1)NS(=O)(=O)C)COC1CCC(CC1)C(C)C